C(C)(C)[C@@H]1N(CC[C@H](C1)OC(C1=CC=C(C=C1)[N+](=O)[O-])=O)C(=O)OC(C)(C)C tert-butyl (2R,4R)-2-isopropyl-4-((4-nitrobenzoyl)oxy)piperidine-1-carboxylate